(S)-2-(4-(methylsulfonyl)phenyl)-6-(piperidin-4-yl)-5,6,7,8-tetrahydroimidazo[1,2-a]pyridine CS(=O)(=O)C1=CC=C(C=C1)C=1N=C2N(C[C@@H](CC2)C2CCNCC2)C1